BrC1=C2C=NNC2=C(C=C1)I 4-bromo-7-iodo-1H-indazole